[NH4+].S1N=NN=C1S 1,2,3,4-thiatriazole-5-thiol ammonium